2-(4-(difluoromethylene)piperidin-1-yl)-N-(7-(4,4-difluoropiperidin-1-yl)furo[2,3-c]pyridin-5-yl)-4-(isopropylthio)benzamide FC(=C1CCN(CC1)C1=C(C(=O)NC=2C=C3C(=C(N2)N2CCC(CC2)(F)F)OC=C3)C=CC(=C1)SC(C)C)F